N-[5-(1H-benzimidazol-2-yl)-1-[(4-methoxyphenyl)methyl]pyrazol-3-yl]-6-(4-methylpiperazin-1-yl)pyridazine-3-carboxamide N1C(=NC2=C1C=CC=C2)C2=CC(=NN2CC2=CC=C(C=C2)OC)NC(=O)C=2N=NC(=CC2)N2CCN(CC2)C